(2s,4s)-2-(4-(3-isobutylphenyl)piperidine-1-carbonyl)-7-oxa-5-azaspiro[3.4]Octane-6-one C(C(C)C)C=1C=C(C=CC1)C1CCN(CC1)C(=O)C1CC2(C1)NC(OC2)=O